N1=CC=CC=2CN(CCC12)C1=C(C=CCN1CC=1NC=CC1)C 6-(7,8-dihydro-5H-1,6-naphthyridin-6-yl)-5-methyl-N-(1H-pyrrol-2-ylmethyl)pyridine